(1r,3r)-3-(3-aminophenyl)-3-((4-methyl-4H-1,2,4-triazol-3-yl)methyl)cyclobutanecarbonitrile NC=1C=C(C=CC1)C1(CC(C1)C#N)CC1=NN=CN1C